N-(3-(1H-indol-3-yl)propyl)-4-(3-(diethylamino)propoxy)benzenesulfonamide (1R,2S)-6-chloro-1-hydroxy-1,2,3,4-tetrahydronaphthalen-2-yl-carbamate ClC=1C=C2CC[C@@H]([C@@H](C2=CC1)O)NC(O)=O.N1C=C(C2=CC=CC=C12)CCCNS(=O)(=O)C1=CC=C(C=C1)OCCCN(CC)CC